ClC1=C(C(=O)NC2=C3C=NN(C3=CC=C2)C2=CC=C(C=C2)C(F)(F)F)C=C(C=C1)CNC(=O)C1(CC1)C(F)(F)F 2-chloro-5-[({[1-(trifluoromethyl)cyclopropyl]carbonyl}amino)methyl]-N-{1-[4-(trifluoromethyl)phenyl]-1H-indazole-4-yl}benzamide